C(CCCC)C1=CC=C(C=C1)C1=CC=C(C=C1)C#N 4'-Pentyl-4-cyano-biphenyl